ClC1=CC=C(C=C1)S(=O)(=O)NCC=1N=NN(C1)CC1=CC=C(C=C1)NC(=O)C(C(=O)OCC)CC(C)C Ethyl 2-[[4-[[4-[[(4-chlorophenyl)sulfonylamino]methyl]triazol-1-yl]methyl]phenyl]carbamoyl]-4-methyl-pentanoate